C1(=CC=CC=C1)CCCC1(CC1)C(=O)O 1-(3-phenylpropyl)cyclopropane-1-carboxylic acid